(R)-6'-amino-4-(3-aminopyrrolidin-1-yl)-N-(2-(3-hydroxy-3-methylbutan-1-yn-1-yl)pyridin-4-yl)-[2,3'-bipyridine]-5'-carboxamide NC1=C(C=C(C=N1)C1=NC=CC(=C1)N1C[C@@H](CC1)N)C(=O)NC1=CC(=NC=C1)C#CC(C)(C)O